tert-butyl 2-((4-((4-([1,2,4]triazolo[4,3-c]pyrimidin-7-yloxy)-3-methylphenyl) amino) quinazolin-6-yl) amino)-1-oxa-3,8-diazaspiro[4.5]dec-2-ene-8-carboxylate N=1N=CN2C=NC(=CC21)OC2=C(C=C(C=C2)NC2=NC=NC1=CC=C(C=C21)NC=2OC1(CN2)CCN(CC1)C(=O)OC(C)(C)C)C